8-β-D-Glucopyranosylgenistein [C@@H]1([C@H](O)[C@@H](O)[C@H](O)[C@H](O1)CO)C1=C(C=C(C=2C(C(=COC12)C1=CC=C(O)C=C1)=O)O)O